Methyl-(1-(4-aminophenyl)cyclopropyl)acetamide CC(C(=O)N)C1(CC1)C1=CC=C(C=C1)N